ClC1=CC=C(C=C1)C=1C=C(C(N(N1)C=1C=NC=CC1)=O)C(=O)NC[C@H](C(F)F)O 6-(4-chlorophenyl)-N-[(2R)-3,3-difluoro-2-hydroxypropyl]-3-oxo-2-(pyridin-3-yl)-2,3-dihydropyridazine-4-carboxamide